[Na].OC1=CC=C(C=O)C=C1 p-hydroxybenzaldehyde sodium salt